(((2S,4R)-4-fluoro-1-methylpyrrolidin-2-yl)methoxy)-4-((1R,SR)-2-(2-fluoroacryloyl)-2,6-diazabicyclo[3.2.0]hept-6-yl)quinoline-3-acetonitrile F[C@@H]1C[C@H](N(C1)C)COC1=NC2=CC=CC=C2C(=C1CC#N)N1[C@H]2CCN([C@@H]2C1)C(C(=C)F)=O |&1:23|